(7-(4-Methoxybenzyl)-2-(methylthio)-7H-pyrrolo[2,3-d]pyrimidin-6-yl)methanol COC1=CC=C(CN2C(=CC3=C2N=C(N=C3)SC)CO)C=C1